COC(=O)C1=CSC=2C1=NC(=CC2C(F)(F)F)N2CCN(CC2)CC(=O)OCC2=CC=CC=C2 5-(4-(2-(benzyloxy)-2-oxoethyl)piperazin-1-yl)-7-(trifluoromethyl)thieno[3,2-b]pyridine-3-carboxylic acid methyl ester